6-methyl-4-[(1-methylcyclopropyl)amino]-N-(5,6,7,8-tetrahydroquinolin-8-yl)furo[2,3-d]pyrimidine-5-carboxamide CC1=C(C2=C(N=CN=C2NC2(CC2)C)O1)C(=O)NC1CCCC=2C=CC=NC12